COCC1=NN(C(=C1)C(=O)NC1=NNC(=C1)[C@@H]1C[C@@H](CO1)N(C([O-])=O)C12CC(C1)C2)C (3S,5S)-5-(3-(3-(methoxymethyl)-1-methyl-1H-Pyrazole-5-carboxamido)-1H-pyrazol-5-yl)tetrahydrofuran-3-ylbicyclo[1.1.1]pentan-1-ylcarbamate